ClC1=C2C(=NC=N1)N(N=C2)C21CCC(CC2)(C1)NC(OCC1=CC=CC=C1)=O benzyl (4-(4-chloro-1H-pyrazolo[3,4-d]pyrimidin-1-yl)bicyclo[2.2.1]heptan-1-yl)carbamate